C(C)(=O)N1CC(C1)C(=O)O 1-acetyl-azetidine-3-carboxylic acid